Cl.NC1=NC=C(C2=C1C=NN2)NC(=O)C(=O)N(C)C(C)C2=C(C=C(C=C2)C(F)(F)F)Cl N-(4-Amino-1H-pyrazolo[4,3-c]pyridin-7-yl)-N'-[1-[2-chloro-4-(trifluoromethyl)phenyl]ethyl]-N'-methyl-oxamide Hydrogen chloride